3-(2,4-difluoro-phenyl)-isothiazole FC1=C(C=CC(=C1)F)C1=NSC=C1